3-methyl-4-oxo-3,4-dihydro-phthalazin-1-yl-triflate CN1N=C(C2=CC=CC=C2C1=O)OS(=O)(=O)C(F)(F)F